5-(2-thienoyl)amino-3-(1-(tert-butyl)-1,2,3,6-tetrahydropyridin-4-yl)-1H-indole S1C(=CC=C1)C(=O)NC=1C=C2C(=CNC2=CC1)C=1CCN(CC1)C(C)(C)C